4-(2-azaspiro[3.3]heptan-2-yl)benzamide C1N(CC12CCC2)C2=CC=C(C(=O)N)C=C2